N-ethyl-N-(4-pyridylmethyl)-2-[2-(4-methylphenyl)-7-methyl-imidazo[1,2-a]pyridin-3-yl]-acetamide C(C)N(C(CC1=C(N=C2N1C=CC(=C2)C)C2=CC=C(C=C2)C)=O)CC2=CC=NC=C2